COC=1C=2N(N=C(C1)OCC1=NC=3CCN(CC3C=C1)C1COC1)C(=NN2)C2=NOC(=C2)C 3-(8-methoxy-6-((6-(oxetane-3-yl)-5,6,7,8-tetrahydro-1,6-naphthyridin-2-yl)methoxy)-[1,2,4]triazolo[4,3-b]pyridazine-3-yl)-5-methylisoxazole